ClC=1C=C(C=CC1C#N)C1=NN(C=C1)C[C@@H](CC)NC(=O)C1=CC(=NN1)C(C)O N-((R)-1-(3-(3-chloro-4-cyanophenyl)-1H-pyrazol-1-yl)butan-2-yl)-3-(1-hydroxyethyl)-1H-pyrazole-5-carboxamide